3,4-dimethyl-pyrazolium mandelate C(C(O)C1=CC=CC=C1)(=O)[O-].CC=1N[NH+]=CC1C